N1=C(C=CC=C1)N1C=CN2C1=NC(=CC2=O)C(F)(F)F 1-(pyridin-2-yl)-7-(trifluoromethyl)-1H,5H-imidazo[1,2-a]Pyrimidin-5-one